CC1(CC(=NC2=C(N1)C=CC(=C2)NC2=CC=CC=C2)C)C 2,2,4-trimethyl-N-phenyl-2,3-dihydro-1H-benzo[b][1,4]diazepin-7-amine